4-(ethylsulfonamido)-N-(7-isobutyl-2,3-dihydrobenzofuran-5-yl)-2-(6-azaspiro[2.5]octan-6-yl)benzamide C(C)S(=O)(=O)NC1=CC(=C(C(=O)NC=2C=C(C3=C(CCO3)C2)CC(C)C)C=C1)N1CCC2(CC2)CC1